CN(C)CC1=CC=2N(C=C1)C(=CN2)C2=C1CNC(C1=C(C=C2)NC2=NC=C(C=C2)N2CCC(CC2)O)=O 4-(7-((dimethylamino)methyl)imidazo[1,2-a]pyridin-3-yl)-7-((5-(4-hydroxypiperidin-1-yl)pyridin-2-yl)amino)isoindolin-1-one